4-[8-(3,8-diazabicyclo[3.2.1]octan-3-yl)-4-fluoro-5,6-dimethyl-2,7-naphthyridin-3-yl]-5-ethynyl-6-fluoro-naphthalen-2-amine C12CN(CC(CC1)N2)C=2N=C(C(=C1C(=C(N=CC21)C2=CC(=CC1=CC=C(C(=C21)C#C)F)N)F)C)C